OCC=1SC2=C(N1)C=C(C=C2)C2=CC[C@@H](CN2C(=O)OC(C)(C)C)C (S)-tert-butyl 6-(2-(hydroxymethyl)benzo[d]thiazol-5-yl)-3-methyl-3,4-dihydropyridine-1(2H)-carboxylate